ClC1=C(C(=CC=C1)Cl)CS(=O)(=O)C=1C=CC2=C(NC(/C(/S2)=C/C2=CC(=C(C=C2)O)[N+](=O)[O-])=O)C1 (2Z)-6-[(2,6-dichlorophenyl)methylsulfonyl]-2-[(4-hydroxy-3-nitrophenyl)methylidene]-4H-1,4-benzothiazin-3-one